N1-([1,1'-Biphenyl]-4-yl)-N1-(4-(6-([1,1'-biphenyl]-4-yl(4-(diphenylamino)phenyl)amino)-1,3,3-trimethyl-2,3-dihydro-1H-inden-1-yl)phenyl)-N4,N4-diphenylbenzene-1,4-diamin C1(=CC=C(C=C1)N(C1=CC=C(C=C1)N(C1=CC=CC=C1)C1=CC=CC=C1)C1=CC=C(C=C1)C1(CC(C2=CC=C(C=C12)N(C1=CC=C(C=C1)N(C1=CC=CC=C1)C1=CC=CC=C1)C1=CC=C(C=C1)C1=CC=CC=C1)(C)C)C)C1=CC=CC=C1